NC1=C2N=CN(C2=NC(=N1)NCCC1=CC=C(C=C1)CCC(=O)O)[C@@H]1O[C@@H]([C@H]([C@H]1O)O)C(NCC)=O 3-[4-[2-[[6-amino-9-[(2R,3R,4S,5S)-5-(ethylcarbamoyl)-3,4-dihydroxy-oxolan-2-yl]purin-2-yl]amino]ethyl]phenyl]propionic acid